NC[C@H](CC(=O)O)C[C@@H](CCC1=C(C=CC=C1)Cl)C (3s,5r)-3-aminomethyl-7-(2-chloro-phenyl)-5-methyl-heptanoic acid